(S)-2-amino-3-(4-(5-(4'-hydroxy-6-methoxybiphenyl-3-yl)-1,2,4-oxadiazol-3-yl)phenyl)propanoic acid N[C@H](C(=O)O)CC1=CC=C(C=C1)C1=NOC(=N1)C=1C=C(C(=CC1)OC)C1=CC=C(C=C1)O